N1N=CC2=CC(=CC=C12)C1=NC2=C(C=C(C=C2C(N1C)=O)C)[C@@H](C)NC=1C(=NC(=CC1)Cl)C(=O)NS(=O)(=O)C (R)-3-((1-(2-(1H-indazol-5-yl)-3,6-dimethyl-4-oxo-3,4-dihydroquinazolin-8-yl)ethyl)amino)-6-chloro-N-(methylsulfonyl)picolinamide